COC(=O)C1=CC=C2C(N1)=CN=N2 Pyrazolo[4,3-b]Pyridine-5-carboxylic acid methyl ester